C1(=CC=CC=C1)N1C(OC=C1C1=CC=CC=C1)C1=CC=C(C=C1)C(F)(F)F 3,4-diphenyl-2-(4-(trifluoromethyl)phenyl)-2,3-dihydro-oxazole